4-[(4-aminophenyl)methoxy]piperidin-1-yl 2,2-dimethylpropanoate CC(C(=O)ON1CCC(CC1)OCC1=CC=C(C=C1)N)(C)C